(3-(4-methyl-1H-imidazol-1-yl)phenyl)methanone CC=1N=CN(C1)C=1C=C(C=CC1)C=O